N-(1-(3-(4-Aminoazepan-1-Yl)Chroman-7-Yl)-2-Oxo-1,2-Dihydropyrimidin-4-Yl)Piperazine-1-Carboxamide hydrochloride Salt Cl.NC1CCN(CCC1)C1COC2=CC(=CC=C2C1)N1C(N=C(C=C1)NC(=O)N1CCNCC1)=O